CN1C(=CC2=CC=CC=C12)C=O 1-methylindol-2-formaldehyde